O=C1NC(CCC1N1C(C2=CC=C(C=C2C1)CNC(C(CCC=O)(F)F)=O)=O)=O N-((2-(2,6-dioxopiperidin-3-yl)-1-oxoisoindolin-5-yl)methyl)-2,2-difluoro-5-oxopentanoic acid amide